C(#N)C(C)(C)NC(O[C@H]1CO[C@H](C1)C1=CC(=NN1)NC(=O)C1=CC(=NN1C)COC(F)(F)F)=O (3R,5R)-5-(3-(1-methyl-3-((trifluoromethoxy) methyl)-1H-pyrazole-5-carboxamido)-1H-pyrazol-5-yl)tetrahydrofuran-3-yl (2-cyanopropan-2-yl)carbamate